FC1=C(C(=CC=C1)OC)C1=NN(C2=CN=CC=C21)COCC[Si](C)(C)C (2-fluoro-6-methoxyphenyl)-1-((2-(trimethylsilyl)ethoxy)methyl)-1H-pyrazolo[3,4-c]pyridine